N1N=NC2=C1C=NC(=N2)N triazolopyrimidylamine